2-(3,4-difluoro-2-methoxy-phenoxy)-5-fluoro-4-(trifluoromethyl)benzoic acid FC=1C(=C(OC2=C(C(=O)O)C=C(C(=C2)C(F)(F)F)F)C=CC1F)OC